1-(4-bromopyridin-2-yl)-3-methoxypropan-1-amine hydrochloride Cl.BrC1=CC(=NC=C1)C(CCOC)N